isatin-Bocimine C(=O)(OC(C)(C)C)N=C1NC2=CC=CC=C2C1=O